C(C)(C)(C)OC(=O)NN[C@@H]1CC[C@H](CC1)N1CCOCC1 2-[trans-4-(morpholin-4-yl)cyclohexyl]hydrazinecarboxylic acid tert-butyl ester